(3-carboxyphenyl)-4-(methylamino)-5H-naphtho[1,8-cd]isothiazol-5-one-1,1-dioxide C(=O)(O)C=1C=C(C=CC1)C1=C(C(C2=CC=CC3=C2C1=NS3(=O)=O)=O)NC